4-(5-amino-3-(4-phenoxyphenyl)imidazo[1,5-c]pyrimidin-1-yl)cyclohexan-1-one NC1=NC=CC=2N1C(=NC2C2CCC(CC2)=O)C2=CC=C(C=C2)OC2=CC=CC=C2